β-naphthalenesulfonate cobalt [Co+2].C1=C(C=CC2=CC=CC=C12)S(=O)(=O)[O-].C1=C(C=CC2=CC=CC=C12)S(=O)(=O)[O-]